ClC1=C(C=C(C=C1)CCC(=O)N[C@H](C(=O)NC(C[C@H]1C(NCC1)=O)C(C(=O)NC1CC1)=O)CC(C)(C)C)OC(F)(F)F (2S)-2-(3-(4-chloro-3-(trifluoromethoxy)phenyl)propanamido)-N-(4-(cyclopropylamino)-3,4-dioxo-1-((S)-2-oxopyrrolidin-3-yl)butan-2-yl)-4,4-dimethylpentanamide